titanium (IV) tetra(n-butoxide) [O-]CCCC.[O-]CCCC.[O-]CCCC.[O-]CCCC.[Ti+4]